(Z)-1-(2-isopropyl-4-(1-(4-(trifluoromethoxy)phenyl)-1H-1,2,4-triazol-3-yl)phenyl)-3-(3-(5-methyl-2-(3,3,3-trifluoropropoxy)phenyl)-4-oxothiazolidin-2-ylidene)urea C(C)(C)C1=C(C=CC(=C1)C1=NN(C=N1)C1=CC=C(C=C1)OC(F)(F)F)NC(=O)\N=C\1/SCC(N1C1=C(C=CC(=C1)C)OCCC(F)(F)F)=O